7-(3-(1,4-dimethyl-1H-pyrazol-5-yl)phenyl)-1H-imidazo[4,5-b]pyridine CN1N=CC(=C1C=1C=C(C=CC1)C1=C2C(=NC=C1)N=CN2)C